F[C@@]1(C[C@H](N(C1)C(=O)OC(C)(C)C)C(=O)OCC1=CC=CC=C1)CO (2S,4R)-2-benzyl 1-tert-butyl 4-fluoro-4-(hydroxymethyl)pyrrolidine-1,2-dicarboxylate